diethyl (1-(1H-indol-6-yl)-3,5-dimethyl-1H-pyrazole-4-carbonyl)-L-valyl-D-glutamate N1C=CC2=CC=C(C=C12)N1N=C(C(=C1C)C(=O)N[C@@H](C(C)C)C(=O)N[C@H](CCC(=O)OCC)C(=O)OCC)C